S1C=CC2=C1C(=CC=C2)C2=NNC1=NC(=CN=C12)N1CC2C(C2CC1)(C1=C(C=CC=C1)F)CN [3-[3-(1-benzothiophen-7-yl)-1H-pyrazolo[3,4-b]pyrazin-6-yl]-7-(2-fluorophenyl)-3-azabicyclo[4.1.0]heptan-7-yl]methanamine